6-(4-methoxy-2-methylphenyl)-2-(pyridin-2-yl)phthalazin-1(2H)-one COC1=CC(=C(C=C1)C=1C=C2C=NN(C(C2=CC1)=O)C1=NC=CC=C1)C